trans-[(3S)-3-(5-fluoro-6-methylpyridin-3-yl)-1,2-oxazolidin-2-yl]-[4-[[2-methyl-4-(trifluoromethyl)pyrimidin-5-yl]methyl]cyclohexyl]methanone FC=1C=C(C=NC1C)[C@H]1N(OCC1)C(=O)[C@@H]1CC[C@H](CC1)CC=1C(=NC(=NC1)C)C(F)(F)F